COC=1C=C(C=CC1OC)C=1NC2=CC=C(C=C2C1C(C)C)C1=NN=C(O1)C(=O)N1CCN(CCC1)C (5-(2-(3,4-dimethoxyphenyl)-3-isopropyl-1H-indol-5-yl)-1,3,4-oxadiazol-2-yl)(4-methyl-1,4-diazacycloheptan-1-yl)methanone